4-benzyloxy-2-(4-tert-butyl-5-chloro-2-methyl-phenyl)-3-[1-(methoxymethyl)pyrazol-4-yl]-5,6-dimethyl-pyridine C(C1=CC=CC=C1)OC1=C(C(=NC(=C1C)C)C1=C(C=C(C(=C1)Cl)C(C)(C)C)C)C=1C=NN(C1)COC